COC(=O)[C@@H]1C[C@H](CCC1)OC1=NC=C(N=C1C)C=1SC(=CC1CO)Cl (1S,3S)-3-((5-(5-chloro-3-(hydroxymethyl)thiophen-2-yl)-3-methylpyrazin-2-yl)oxy)cyclohexane-1-carboxylic acid methyl ester